[Cl-].[Cl-].C12=CC=C(CC1)C2.C21=CC=C(CC2)C1 bis(norbornadiene) dichloride